(2S)-2-(4-chloro-6-oxo-pyridazin-1-yl)-N-[4-methyl-3-[[(1S)-2,2,2-trifluoro-1-(2-pyridylmethyl)ethyl]sulfamoyl]phenyl]propanamide ClC=1C=NN(C(C1)=O)[C@H](C(=O)NC1=CC(=C(C=C1)C)S(N[C@H](C(F)(F)F)CC1=NC=CC=C1)(=O)=O)C